CC1C(N(CO1)CCC1=CC2=CC(N=C2C=C1)=O)=O 5-methyl-3-(2-(2-oxoindol-5-yl)ethyl)oxazolidin-4-one